O[C@@H]1CN(CC1)C=1SC(=C(N1)C)C(=O)N1CC2(CC1)CCOCC2 (S)-(2-(3-hydroxypyrrolidin-1-yl)-4-methylthiazol-5-yl)(8-oxa-2-azaspiro[4.5]dec-2-yl)methanone